N-(4-((4-(2-(3-chloro-5-cyano-4-(2-(3-oxopropoxy)ethoxy)phenyl)propan-2-yl)phenoxy)methyl)pyrimidin-2-yl)methanesulfonamide ClC=1C=C(C=C(C1OCCOCCC=O)C#N)C(C)(C)C1=CC=C(OCC2=NC(=NC=C2)NS(=O)(=O)C)C=C1